(CIS)-N-ethyl-3-(1-methyl-1H-pyrazol-5-yl)-2-((((CIS)-4-phenylcyclohexyl)oxy)methyl)piperidine-1-carboxamide C(C)NC(=O)N1[C@H]([C@H](CCC1)C1=CC=NN1C)CO[C@@H]1CC[C@@H](CC1)C1=CC=CC=C1